C1([C@H](O)[C@@H](O)[C@@H](O)[C@H](O1)CO)C1=NC2=CC=CC=C2C=C1 D-galactosylquinoline